N-(1,3-dihydroxy-2-propyl)-N'-(2-hydroxyethyl)urea OCC(CO)NC(=O)NCCO